isopropyl (S)-2-((tert-butylsulfinyl)imino)-2-(4-bromophenyl)acetate C(C)(C)(C)[S@](=O)N=C(C(=O)OC(C)C)C1=CC=C(C=C1)Br